N-((1-((3',5'-dichloro-5-(((4-(piperazin-1-yl)phenyl)amino)methyl)-[1,1'-biphenyl]-3-yl)methyl)piperidin-4-yl)methyl)acetamide ClC=1C=C(C=C(C1)Cl)C1=CC(=CC(=C1)CNC1=CC=C(C=C1)N1CCNCC1)CN1CCC(CC1)CNC(C)=O